NC(C(=O)O)CC1=CN=CN1 2-amino-3-(1H-imidazol-5-yl)propionic acid